C1(CC1)COC1=CC=C(C=N1)C=1C(=CC(=C(C1)NC(C1=CN=C(C=C1C(F)(F)F)OCC[Si](C)(C)C)=O)N1C[C@@H](N([C@@H](C1)C)C)C)F N-(5-(6-(cyclopropylmethoxy)pyridin-3-yl)-4-fluoro-2-((3S,5R)-3,4,5-trimethylpiperazin-1-yl)phenyl)-4-(trifluoromethyl)-6-(2-(trimethylsilyl)ethoxy)nicotinamide